S1C=2N(C=C1)C(=CN2)C(=O)N2CCC(CC2)OC=2C=CC=C1C(=NN(C21)C)C2C(NC(CC2)=O)=O 3-(7-((1-(imidazo[2,1-b]thiazole-5-carbonyl)piperidin-4-yl)oxy)-1-methyl-1H-indazol-3-yl)piperidine-2,6-dione